3-(1-oxo-4-((7-(2-oxopiperidin-1-yl)heptyl)thio)isoindolin-2-yl)piperidine-2,6-dione O=C1N(CC2=C(C=CC=C12)SCCCCCCCN1C(CCCC1)=O)C1C(NC(CC1)=O)=O